NCC1=NNC(C2=CC=C(C=C12)C=1C=NN(C1C1=C(C#N)C(=CC(=C1F)C1CC(C1)=C(F)F)OC1CC1)C)=C=O (P)-2-(4-(4-(aminomethyl)-1-carbonyl-1,2-dihydro-phthalazin-6-yl)-1-methyl-1H-pyrazol-5-yl)-6-cyclopropyloxy-4-(3-(difluoromethylene)cyclobutyl)-3-fluorobenzonitrile